3,4-bis(phenylmethoxy)-2,5-furandicarboxylic acid C1(=CC=CC=C1)COC1=C(OC(=C1OCC1=CC=CC=C1)C(=O)O)C(=O)O